(3-fluoro-2'-hydroxy-3''-methyl-[1,1':3',1''-terphenyl]-4,4''-diyl)diacetic amide FC=1C=C(C=CC1CC(=O)N)C1=C(C(=CC=C1)C1=CC(=C(C=C1)CC(=O)N)C)O